2-(2-methyl-4-(trifluoromethoxy)-phenoxy)acetic acid CC1=C(OCC(=O)O)C=CC(=C1)OC(F)(F)F